6-(4-Fluoro-2-(4-methyl-4H-1,2,4-triazol-3-yl)phenyl)-2-(6-methyl-4-(((oxetan-2-ylmethyl)amino)methyl)pyridin-2-yl)isoindolin-1-one FC1=CC(=C(C=C1)C1=CC=C2CN(C(C2=C1)=O)C1=NC(=CC(=C1)CNCC1OCC1)C)C1=NN=CN1C